5-chloro-N-[(3R)-1-ethyl-3-piperidyl]pyrido[2,3-d]pyridazin-8-amine ClC1=C2C(=C(N=N1)N[C@H]1CN(CCC1)CC)N=CC=C2